(S)-9-(1-((benzyloxy)methyl)-2-oxabicyclo[2.2.2]octan-4-yl)-5-methyl-5,6-dihydroimidazo[1,5-a]pyrazolo[5,1-c]pyrazine C(C1=CC=CC=C1)OCC12OCC(CC1)(CC2)C2=NN1C(C=3N([C@H](C1)C)C=NC3)=C2